N-(1-(2-(2-methoxyethoxy)ethyl)-3-(pyridin-2-yl)-1H-pyrazol-4-yl)-2'-methyl-[2,4'-bipyridine]-6-carboxamide formate C(=O)O.COCCOCCN1N=C(C(=C1)NC(=O)C1=CC=CC(=N1)C1=CC(=NC=C1)C)C1=NC=CC=C1